4-(diethoxymethyl)piperidine C(C)OC(C1CCNCC1)OCC